ClC1=C(C(=O)N2COC3=C(C2)C=CC=C3C3=CC(=C(C(=O)O)C=C3F)N3C2COCC3CC2)C(=CC(=C1)N1CC2(C1)CCN(CC2)C)Cl 4-[3-[2,6-dichloro-4-(7-methyl-2,7-diazaspiro[3.5]nonan-2-yl)benzoyl]-2,4-dihydro-1,3-benzoxazine-8-yl]-5-fluoro-2-(3-oxa-8-azabicyclo[3.2.1]octan-8-yl)benzoic acid